8-bromo-9-[(6-chloro-3-pyridyl)methyl]-2-[(R)-ethyl(methyl)phosphoryl]purin-6-amine BrC=1N(C2=NC(=NC(=C2N1)N)[P@@](=O)(C)CC)CC=1C=NC(=CC1)Cl